CC=1OC2=C(C1C(=O)O)C=C(C(=C2)C)OCC=2C(=NC=CC2)C(F)(F)F 2,6-dimethyl-5-((2-(trifluoromethyl)pyridin-3-yl)methoxy)benzofuran-3-carboxylic acid